O1COC2=C1C=CC(=C2)[C@H](C)NC(=O)C=2C(N(N=C(C2)C2=CC=C(C=C2)Cl)C=2C=NN(C2)C)=O (S)-N-(1-(benzo[d][1,3]dioxolan-5-yl)ethyl)-6-(4-chlorophenyl)-2-(1-methyl-1H-pyrazol-4-yl)-3-oxo-2,3-dihydropyridazine-4-carboxamide